N1(C=NC=C1)C=1N=C(C2=C(N1)COC2)C(=O)N[C@@H]2CC[C@H](CC2)N2CC(CC2)(F)F 2-(imidazol-1-yl)-N-[(trans)-4-(3,3-difluoropyrrolidin-1-yl)cyclohexyl]-5H,7H-furo[3,4-d]pyrimidine-4-carboxamid